O1[C@H](CCC1)C(=O)N1CCN(CC1)S(=O)(=O)C1=CC=C(C=C1)NC(=O)NCC=1C=NC=CC1 1-[4-(4-{[(2R)-oxolan-2-yl]carbonyl}piperazine-1-sulfonyl)phenyl]-3-(pyridin-3-ylmethyl)urea